2-phenyl-2-Hydroxymethylimidazole C1(=CC=CC=C1)C1(N=CC=N1)CO